ethyl (R)-4-methyl-2-(3-(3-(5-methyl-1,2,4-oxadiazol-3-yl)benzamido)butanamido)thiazole-5-carboxylate CC=1N=C(SC1C(=O)OCC)NC(C[C@@H](C)NC(C1=CC(=CC=C1)C1=NOC(=N1)C)=O)=O